bis(2-phenyl-pyridyl)iridium(III) C1(=CC=CC=C1)C1=NC=CC=C1[Ir+]C=1C(=NC=CC1)C1=CC=CC=C1